3-Methyl-acrylyl-dopamine CC=CC(=O)NCCC1=CC(O)=C(O)C=C1